2-hydroxy-5-(2-((2-methoxy-4-(4-(4-methylpiperazin-1-yl)piperidin-1-yl)phenyl)amino)-4-phenylpyrimidin-5-yl)benzaldehyde OC1=C(C=O)C=C(C=C1)C=1C(=NC(=NC1)NC1=C(C=C(C=C1)N1CCC(CC1)N1CCN(CC1)C)OC)C1=CC=CC=C1